4-(4-carboxyphenoxy)benzoic acid C(=O)(O)C1=CC=C(OC2=CC=C(C(=O)O)C=C2)C=C1